1-(4-(N,N-bis(4-methoxybenzyl) aminosulfonyl)-3-fluorobenzyl)-5-(3-bromophenyl)-2-(cyclopropylmethyl)-1H-pyrrole-3-carboxylate COC1=CC=C(CN(S(=O)(=O)C2=C(C=C(CN3C(=C(C=C3C3=CC(=CC=C3)Br)C(=O)[O-])CC3CC3)C=C2)F)CC2=CC=C(C=C2)OC)C=C1